ClC1=CC2=C(N(C(C(N2C)=O)=O)C2CCN(CC2)C2=NC=C(C=N2)C(F)(F)F)N=C1 7-Chloro-1-methyl-4-(1-(5-(trifluoromethyl)pyrimidin-2-yl)piperidin-4-yl)-1,4-dihydropyrido[2,3-b]pyrazine-2,3-dione